(R)-N-Boc-2-ethylpiperazine C(=O)(OC(C)(C)C)N1[C@@H](CNCC1)CC